CC1=CC(=NN1C1=CC=C(C=C1)OC(F)(F)F)N1CCN(C2(CC2)C1)C(=O)OC(C)(C)C tert-butyl 7-[5-methyl-1-[4-(trifluoromethoxy)phenyl]pyrazol-3-yl]-4,7-diazaspiro[2.5]octane-4-carboxylate